3-(2,7-dichloro-8-fluoro-5-methylsulfanyl-pyrido[4,3-d]pyrimidin-4-yl)-3,8-diazabicyclo[3.2.1]Octane-8-carboxylic acid tert-butyl ester C(C)(C)(C)OC(=O)N1C2CN(CC1CC2)C=2C1=C(N=C(N2)Cl)C(=C(N=C1SC)Cl)F